N[C@@H]1[C@@H]2CC[C@H](C1)N2C(=O)C=2C=CC(=C(C2)C2=CC(=C(C=C2)C#N)F)C2=CC1=C(N(N=N1)CC(CC)(O)CC)C(=C2F)F |o1:1,2,5| 5'-((1S,2S,4R)-rel-2-amino-7-azabicyclo[2.2.1]heptane-7-carbonyl)-2'-(1-(2-ethyl-2-hydroxybutyl)-6,7-difluoro-1H-benzo[d][1,2,3]triazol-5-yl)-3-fluoro-[1,1'-biphenyl]-4-carbonitrile